C1(CC1)C=1SC=NN1 cyclopropyl-1,3,4-thiadiazole